CS(=O)(=O)OCCOCCOCCOCCOCC#CC1=C2CN(C(C2=CC=C1)=O)C1C(NC(CC1)=O)=O 15-(2-(2,6-dioxopiperidin-3-yl)-1-oxoisoindolin-4-yl)-3,6,9,12-tetraoxapentadec-14-yn-1-yl methanesulfonate